COC(=O)C1=NNC=C1[N+](=O)[O-].CN(CCNC(CCC=1C(OC2=C(C(=CC(=C2C1C)OC)O)C=O)=O)=O)C N-(2-(dimethylamino)ethyl)-3-(8-formyl-7-hydroxy-5-methoxy-4-methyl-2-oxo-2H-chromen-3-yl)propanamide methyl-4-nitro-1H-pyrazole-3-carboxylate